3-ethyl-3-hydroxy(methyl)oxetane C(C)C1(C(OC1)C)O